FC1=CC(=C(C=C1[N+](=O)[O-])NC1=NC=CC(=N1)C1=NN(C2=CC=CC=C12)C)OC N-(4-fluoro-2-methoxy-5-nitrophenyl)-4-(1-methyl-1H-indazol-3-yl)pyrimidin-2-amine